(1-(di(tert-butoxycarbonyl) amino) benzo[4,5]imidazo[1,2-a]pyrazin-3-yl) acetate C(C)(=O)OC=1N=C(C=2N(C1)C1=C(N2)C=CC=C1)N(C(=O)OC(C)(C)C)C(=O)OC(C)(C)C